N[C@@H]1C2=CC=CC=C2CC12CCN(CC2)C=2C(=NC(=CN2)N2C1=C(CCCC2)C=CC=C1)CO (S)-(3-(1-amino-1,3-dihydrospiro[inden-2,4'-piperidine]-1'-yl)-6-(2,3,4,5-tetrahydro-1H-benzo[b]azepin-1-yl)pyrazin-2-yl)methanol